FC1(C(N(C(N1)(F)F)CC)(F)F)F hexafluoro-3-ethylimidazole